tri-n-butylsilane C(CCC)[SiH](CCCC)CCCC